6-(4-fluorophenyl)-5-(pyridin-4-yloxy)isoindolin-1-one FC1=CC=C(C=C1)C1=C(C=C2CNC(C2=C1)=O)OC1=CC=NC=C1